1,1-Diaminoethylene NC(=C)N